FC(C=1C=C(C=CC1)C1=CC=C(C=C1)ON1N=NC(=C1)C(=O)O)(F)F ((3'-(trifluoromethyl)-[1,1'-biphenyl]-4-yl)oxy)-1H-1,2,3-triazole-4-carboxylic acid